COCC1COCCN1CCC1C(NC2=C(S1)C=CC(=C2)C2=NC(=CC=C2)OC(F)(F)F)=O 2-(3-(methoxymethyl)morpholinoethyl)-6-(6-(trifluoromethoxy)pyridin-2-yl)-2H-benzo[b][1,4]thiazin-3(4H)-one